C(C1=CC=CC=C1)N1N=C(C=CC1=O)C(=O)NC1=CC(=CC=C1)NS(=O)(=O)C 1-benzyl-N-(3-(methylsulfonamido)phenyl)-6-oxo-1,6-dihydropyridazine-3-carboxamide